NC=1N=C(SC1C(=O)C1=CC(=NO1)C(=O)NC1CC1)N(C1=CC=C(C=C1)F)[C@@H](C(=O)N)C |r| rac-5-[4-amino-2-(N-(2-amino-1-methyl-2-oxoethyl)-4-fluoro-anilino)thiazole-5-carbonyl]-N-cyclopropyl-isoxazole-3-carboxamide